CC(C(C(=O)OC)C1=CC(=NO1)OCCCOS(=O)(=O)C1=CC=C(C=C1)C)C methyl 3-methyl-2-[3-[3-(p-tolylsulfonyloxy)propoxy]isoxazol-5-yl]butanoate